CC=1SC=C(N1)C1=CC=C(C=C1)S(=O)(=O)N 4-(2-methyl-1,3-thiazol-4-yl)benzene-1-sulfonamide